diethyl 2,3-diaza-bicyclo[2.2.1]hept-5-ene-2,3-dicarboxylate C12N(N(C(C=C1)C2)C(=O)OCC)C(=O)OCC